OC1=CC=C(C=C1)C=1C=C(C=C(C1)C1=CC=C(C=C1)O)C1=CC=C(C=C1)O 5'-(4-hydroxyphenyl)-[1,1':3',1''-terphenyl]-4,4''-diol